FC(CN1N=CC=2C1=NC(=CN2)N2CCC1(CCN(C1=O)CC=1SC=C(N1)C(F)(F)F)CC2)F 8-[1-(2,2-difluoroethyl)-1H-pyrazolo[3,4-b]pyrazin-6-yl]-2-{[4-(trifluoromethyl)-1,3-thiazol-2-yl]methyl}-2,8-diazaspiro[4.5]decan-1-one